R-1H-imidazole N1C=NC=C1